3-carboxypropyl-7-hydroxyphthalide C(=O)(O)CCCC1OC(=O)C2=C(C=CC=C12)O